N4-cyclobutyl-N6-(2-methoxy-4-((4-morpholinopiperidin-1-yl)sulfonyl)phenyl)-3-(trifluoromethyl)-1H-pyrrolo[2,3-b]pyridine-4,6-diamine C1(CCC1)NC=1C2=C(N=C(C1)NC1=C(C=C(C=C1)S(=O)(=O)N1CCC(CC1)N1CCOCC1)OC)NC=C2C(F)(F)F